N1C(=NCC1)CCC(=O)NC1=C(C=C(C=C1)S(=O)(=O)NC1=C(N=CS1)C(=O)O)F 5-[[4-[3-(4,5-dihydro-1H-imidazol-2-yl)propanoylamino]-3-fluoro-phenyl]sulfonylamino]thiazole-4-carboxylic acid